BrC=1C=C(C=C(C1)Br)N1C=NC2=C1C=CC=C2 1-(3,5-dibromophenyl)benzimidazole